C(C=C)(=O)N1CCN(CC1)C(=O)C1=C(C=C(C=C1)[C@H](C)NC=1N=CC2=C(N1)N(C(C=C2)=O)CC(C)(C)C)F 2-{[(1S)-1-{4-[(4-acryloylpiperazin-1-yl)carbonyl]-3-fluorophenyl}ethyl]amino}-8-(2,2-dimethylpropyl)pyrido[2,3-d]pyrimidin-7(8H)-one